3-(4,5-dichloro-2-(2-(2,2-difluorovinyl)-4-(trifluoromethoxy)phenoxy)benzamido)pyridine 1-oxide ClC1=CC(=C(C(=O)NC=2C=[N+](C=CC2)[O-])C=C1Cl)OC1=C(C=C(C=C1)OC(F)(F)F)C=C(F)F